1-(2-{4-[3-(trifluoromethyl)phenyl]piperazin-1-yl}ethyl)-1,3-dihydro-2H-benzimidazol-2-one FC(C=1C=C(C=CC1)N1CCN(CC1)CCN1C(NC2=C1C=CC=C2)=O)(F)F